(S)-6-(2-hydroxypropan-2-yl)-N'-((3-oxo-1,2,3,5,6,7-hexahydro-s-indacen-4-yl)carbamoyl)pyridine-3-sulfonimidamide OC(C)(C)C1=CC=C(C=N1)[S@](=O)(N)=NC(NC1=C2C(CCC2=CC=2CCCC12)=O)=O